N-(2-(methylsulfonyl)ethyl)-4-(5,6,7,8-tetrahydro-1,8-naphthyridin-2-yl)butanamide tetradecyl-6-bromohexanoate C(CCCCCCCCCCCCC)OC(CCCCCBr)=O.CS(=O)(=O)CCNC(CCCC1=NC=2NCCCC2C=C1)=O